(2-(2,6-dibenzhydryl-4-methoxyphenyl)-5-mesityl-2,3-dihydroimidazo[1,5-a]pyridin-3-yl)gold(I) chloride C(C1=CC=CC=C1)(C1=CC=CC=C1)C1=C(C(=CC(=C1)OC)C(C1=CC=CC=C1)C1=CC=CC=C1)N1C(N2C(C=CC=C2C2=C(C=C(C=C2C)C)C)=C1)[Au-]Cl